(1S,SR)-2-(5-(2-phenoxyphenyl)-1H-pyrazole-3-carbonyl)-2,6-diazabicyclo[3.2.1]octane-6-carbonitrile O(C1=CC=CC=C1)C1=C(C=CC=C1)C1=CC(=NN1)C(=O)N1[C@@H]2CN([C@@H](CC1)C2)C#N |&1:24|